nicotinamide TFA salt OC(=O)C(F)(F)F.C(C1=CN=CC=C1)(=O)N